COC1=CC=C(C=N1)OC1CCN(CC1)C1=NC(=NC=C1C)C 4-(4-((6-methoxypyridin-3-yl)oxy)piperidin-1-yl)-2,5-dimethylpyrimidine